BrC1=CN(C2=C1C(=NC=C2C#N)Cl)C 3-bromo-4-chloro-1-methyl-1H-pyrrolo[3,2-c]pyridine-7-carbonitrile